C1(CC1)C=1N=C(OC1)CN1N=C(C=CC1=O)C1=CC=C(C=C1)OC(F)F 2-((4-cyclopropyloxazol-2-yl)methyl)-6-(4-(difluoromethoxy)phenyl)-pyridazin-3(2H)-one